ClC=1C(=NC(=NC1)NC1=CC(=C(C=C1)N1CCN(CC1)C)OC)C1=CN=C(S1)C1CCC(CC1)O 4-(5-(5-chloro-2-((3-methoxy-4-(4-methylpiperazin-1-yl)phenyl)amino)pyrimidin-4-yl)thiazol-2-yl)cyclohexan-1-ol